C1(CC1)N1C([C@]2(C3=CC=CC=C13)CCC(C(C2)(C)C)=O)=O r-cyclopropyl-5,5-dimethyl-2',4-dioxospiro[cyclohexane-1,3'-indolin]